ClC1=CC=C(C=C1)C1(N2C(C3=CC=CC=C13)=NCC2)OCC2=CC=C(C=C2)C(F)(F)F 5-(4-chlorophenyl)-5-((4-(trifluoromethyl)benzyl)oxy)-2,5-dihydro-3H-imidazo[2,1-a]isoindole